BrC=1C=C(C=C2C=C(N(C12)CC1CC1)C=1CN(CCC1)C(=O)OC(C)(C)C)C(N(C)C)=O Tert-butyl 3-(7-bromo-1-(cyclopropylmethyl)-5-(dimethylcarbamoyl)-1H-indol-2-yl)-5,6-dihydropyridine-1(2H)-carboxylate